CC1(CC=2C(=CN=C(C2)C=2N=C(SC2)NC2=NC=C(C=C2N(C(C)=O)C)C(F)(F)F)O1)C N-[2-[[4-(2,2-dimethyl-3H-furo[2,3-c]pyridin-5-yl)thiazol-2-yl]amino]-5-(trifluoromethyl)-3-pyridyl]-N-methyl-acetamide